NN1CCCC1 (amino)pyrrolidine